(5-(3,5-dichlorophenyl)-5-(trifluoromethyl)-4,5-dihydroisoxazol-3-yl) phenyl-2-chlorobenzoate C1(=CC=CC=C1)C=1C(=C(C(=O)OC2=NOC(C2)(C(F)(F)F)C2=CC(=CC(=C2)Cl)Cl)C=CC1)Cl